C(C#C)N1CC(CCC1)C(=O)N 1-(prop-2-yn-1-yl)piperidine-3-carboxamide